FC=1C(=NC=C(C1)F)CNC(=O)C1=CN=C(S1)N1CCC(CC1)N1C[C@@H](CCC1)OC N-[(3,5-Difluoropyridin-2-yl)methyl]-2-[(3R)-3-methoxy[1,4'-bipiperidine]-1'-yl]-1,3-thiazole-5-carboxamide